FC1(CN(CC[C@H]1NC1=NN2C(C(=N1)OC)=C(C=C2)C=2C=C(C1=C(N(C=N1)CC(F)F)C2)F)C2COC2)F (R)-N-(3,3-difluoro-1-(oxetan-3-yl)piperidin-4-yl)-5-(1-(2,2-difluoroethyl)-4-fluoro-1H-benzo[d]imidazol-6-yl)-4-methoxypyrrolo[2,1-f][1,2,4]triazin-2-amine